BrC1=C(NC2=CC(=CC(=C2)F)F)C=CC(=C1)F 2-Bromo-N-(3,5-difluorophenyl)-4-fluoroaniline